2-cyclopropyl-1-(3-fluoro-4-methylphenyl)-N-(1-phenylethyl)ethan-1-imine C1(CC1)CC(=NC(C)C1=CC=CC=C1)C1=CC(=C(C=C1)C)F